CC1(CC2(C(CC1C(=O)[O-])O2)CC21C(CCCC2)O1)C 4-epoxy-6-methylcyclohexylmethyl-3,4-epoxy-6-methylcyclohexanecarboxylate